(3-(2,6-dioxopiperidin-3-yl)-2-methyl-4-oxo-3,4-dihydroquinazolin-5-yl)pent-4-yn O=C1NC(CCC1N1C(=NC2=CC=CC(=C2C1=O)CCCC#C)C)=O